tert-butyl (S)-(3-(4,4,5,5-tetramethyl-1,3,2-dioxaborolan-2-yl)but-3-en-2-yl)carbamate CC1(OB(OC1(C)C)C([C@H](C)NC(OC(C)(C)C)=O)=C)C